(3S,4S)-1-cyclohexyl-4-{[3-(2,4-difluoro-phenyl)-isoxazole-5-carbonyl]-amino}-piperidine-3-carboxylic acid ((R)-1-pyridin-2-yl-ethyl)-amide N1=C(C=CC=C1)[C@@H](C)NC(=O)[C@H]1CN(CC[C@@H]1NC(=O)C1=CC(=NO1)C1=C(C=C(C=C1)F)F)C1CCCCC1